N1=CNC2=NC=CC(=C21)C=2C=NN(C2)C2=CC=C(C=N2)C(C(=O)N2CCOCC2)CC(F)(F)F (6-(4-(3H-imidazo[4,5-b]pyridin-7-yl)-1H-pyrazol-1-yl)pyridin-3-yl)-4,4,4-trifluoro-1-morpholinobutan-1-one